BrC1=CC=CC=2NC(N(S(C21)(=O)=O)CC(=O)N[C@@H](C)C2=C(C=C(C=C2)C#N)F)=O 2-(8-Bromo-1,1,3-trioxo-4H-1lambda6,2,4-benzothiadiazin-2-yl)-N-[(1S)-1-(4-cyano-2-fluorophenyl)ethyl]acetamide